C(C1=CC=CC=C1)OCC(C(=O)OCC1=CC=CC=C1)N1C(C2(C1)CCCCC2)=O Benzyl 3-(Benzyloxy)-2-(1-Oxo-2-Azaspiro[3.5]Nonan-2-Yl)Propanoate